OC1=CC=C(C=C1)N1C(N(C(C12CCOCC2)=O)C2=CC(=C(C#N)C=C2)C(F)(F)F)=S 4-(1-(4-hydroxyphenyl)-4-oxo-2-thioxo-8-oxa-1,3-diazaspiro[4.5]dec-3-yl)-2-(trifluoromethyl)benzonitrile